C(#N)[C@@H](C1(CCCC1)C)NC1=C(C(C1=O)=O)NC1=C(C(=NC=C1)C(=O)N(C)C)O (R)-4-((2-((cyano(1-methylcyclopentyl)methyl)amino)-3,4-dioxocyclobut-1-en-1-yl)amino)-3-hydroxy-N,N-dimethylpicolinamide